1-(3-fluoro-4-(trifluoromethoxy)phenyl)-3-(1-isobutyrylpiperidin-4-yl)urea FC=1C=C(C=CC1OC(F)(F)F)NC(=O)NC1CCN(CC1)C(C(C)C)=O